O1C(=NN=C1)N1CC2(C1)OC[C@H](C2)N2CCC(CC2)C2=C(OC1CC(C1)CO)C=CC(=C2)F ((1R,3S)-3-(2-(1-((S)-2-(1,3,4-oxadiazol-2-yl)-5-oxa-2-azaspiro[3.4]octan-7-yl)piperidin-4-yl)-4-fluorophenoxy)cyclobutyl)methanol